P(O)(=O)(OP(=O)(O)OP(=O)(O)O)OC[C@@H]1[C@H]([C@H]([C@@H](O1)N1C(=O)N=C(NC(CCCC)=O)C=C1)O)O N4-pentanoylcytidine triphosphate